tert-butyl N-[2,6-difluoro-3-(5-fluoro-2-methylpyridine-3-sulfonamido)phenyl]-N-[[3-methyl-1-(oxan-2-yl)pyrazolo[3,4-b]pyridin-5-yl]methyl]carbamate FC1=C(C(=CC=C1NS(=O)(=O)C=1C(=NC=C(C1)F)C)F)N(C(OC(C)(C)C)=O)CC=1C=C2C(=NC1)N(N=C2C)C2OCCCC2